FC(C=1C(=C(C=CC1)[C@@H](C)NC=1C2=C(N=C(N1)C)N=C(C(=C2)C2CCN(CC2)C)OC)F)(C2CCN(CC2)C(C)C)F (R)-N-(1-(3-(difluoro(1-isopropylpiperidin-4-yl)methyl)-2-fluorophenyl)ethyl)-7-methoxy-2-methyl-6-(1-methylpiperidin-4-yl)pyrido[2,3-d]pyrimidin-4-amine